(2S)-2-benzyl-N-(8-fluoro-3-quinolyl)-2,4-dimethyl-pent-4-enamide C(C1=CC=CC=C1)[C@@](C(=O)NC=1C=NC2=C(C=CC=C2C1)F)(CC(=C)C)C